6-((6-(trifluoromethyl)pyridin-3-yl)amino)nicotinamide 6-bromo-[1,2,4]triazolo[4,3-a]pyridine-3-carboxylate BrC=1C=CC=2N(C1)C(=NN2)C(=O)O.FC(C2=CC=C(C=N2)NC2=NC=C(C(=O)N)C=C2)(F)F